S1C(=NC2=C1C=CC=C2)C2=CC=C(C=C2)C2=NOC(C2)(O)C(F)(F)F 3-[4-(1,3-benzothiazol-2-yl)phenyl]-5-(trifluoromethyl)-4H-1,2-oxazol-5-ol